BrC1=C(C=CC=C1N1C=2C=CC=CC2C=2C3=C(C=CC12)C=CC=C3)N3C=1C=CC=CC1C=1C2=C(C=CC31)C=CC=C2 7,7'-(2-bromo-1,3-phenylene)bis(7H-benzo[c]carbazole)